C1(=CC=CC=C1)C1(C2=CC=CC=C2C=2C=CC=CC12)C=1C=C(C=CC1)C=1C=C(C=CC1)C1=CC=CC2=C1OC1=C2C=CC=C1 4-{3-[3-(9-phenyl-9H-fluoren-9-yl)phenyl]Phenyl}dibenzofuran